spiro[indoline-2,3'-3H-naphtho[1,2-b][1,4]oxazine] O1C2=C(NC3(C1)NC1=CC=CC=C1C3)C=CC3=CC=CC=C32